N1C(=NC2=NC=CC=C21)C=2C=C(NC1=CC=C(C=C1)C=1N=NC=CC1)C=CC2 3-(1H-imidazo[4,5-b]pyridin-2-yl)-N-(4-(pyridazin-3-yl)phenyl)aniline